Dec-2-yn-1-ol C(C#CCCCCCCC)O